ClC1=CC(=C2CN(CC2=C1)C(=O)[O-])[C@H](CCC1OCCCO1)N[S@@](=O)C(C)(C)C 6-chloro-4-((S)-1-((S)-1,1-dimethylethylsulfinamido)-3-(1,3-dioxane-2-yl)propyl)isoindoline-2-carboxylate